rac-(5s,7s)-3-(7-fluoro-5-phenyl-6,7-dihydro-5H-pyrrolo[1,2-b][1,2,4]triazol-2-yl)propionitrile F[C@H]1C[C@H](N2N=C(N=C21)CCC#N)C2=CC=CC=C2 |r|